6-(4-(4-methoxyphenyl)-4H-1,2,4-triazol-3-yl)pyridine COC1=CC=C(C=C1)N1C(=NN=C1)C1=CC=CC=N1